(S)-1-(2-((S)-3-(4-phenoxyphenoxy)pyrrolidin-1-yl)acetyl)pyrrolidine-2-carbonitrile O(C1=CC=CC=C1)C1=CC=C(O[C@@H]2CN(CC2)CC(=O)N2[C@@H](CCC2)C#N)C=C1